ClC=1C=C(C=CC1)C1=CNC=2N=CN=C(C21)NCC(CNC=2C1=C(N=CN2)NC=C1C1=CC(=CC=C1)Cl)C N1,N3-bis(5-(3-chlorophenyl)-7H-pyrrolo[2,3-d]pyrimidin-4-yl)-2-methylpropane-1,3-diamine